C(C)(C)(C)OC(=O)N[C@@H]1CC[C@H](OC1)COS(=O)(=O)C1=CC=C(C=C1)C ((2S,5R)-5-((tert-butoxycarbonyl)amino)tetrahydro-2H-pyran-2-yl)methyl-4-methylbenzenesulfonate